C1=CC=CC=2C3=CC=CC=C3C(C12)COC(=O)N1[C@@H](CCC1)CC(=O)O [(2S)-1-{[(9H-fluoren-9-yl)methoxy]carbonyl}pyrrolidin-2-yl]acetic acid